4-methoxy-5-[(6-methoxypyridin-3-yl)oxy]Pyridine-2-carbonitrile COC1=CC(=NC=C1OC=1C=NC(=CC1)OC)C#N